C(C=CCC)#N n-pentennitrile